(6-((5-chloro-2-((2-methyl-2H-indazol-6-yl)amino)pyrimidin-4-yl)amino)-2,3-dimethylphenyl)dimethylphosphine ClC=1C(=NC(=NC1)NC=1C=CC2=CN(N=C2C1)C)NC1=CC=C(C(=C1P(C)C)C)C